5-bromo-2-hydroxy-3-(trifluoromethyl)benzaldehyde BrC=1C=C(C(=C(C=O)C1)O)C(F)(F)F